C(#N)C(=CC=1C=C(CCC(=O)N[C@@H](CC2=CC=CC=C2)B(O)O)C=CC1)C1=NC=CC=C1 (R)-(1-(((3-(2-cyano-2-(pyridin-2-yl)vinyl)phenethyl)carbonyl)amino)-2-phenylethyl)boronic acid